(2R)-2-(methylsulfonyloxymethyl)morpholine-4-carboxylic acid benzyl ester C(C1=CC=CC=C1)OC(=O)N1C[C@@H](OCC1)COS(=O)(=O)C